OC=1C=C2[C@]3(CCC[C@]([C@@H]3CCC2=CC1)(C(=O)O)C)C (1R,4aS,10aR)-6-hydroxy-1,4a-dimethyl-2,3,4,9,10,10a-hexahydrophenanthrene-1-carboxylic acid